CO[Si](CCCN(CCN(CCN(CCC[Si](OC)(OC)OC)CCC[Si](OC)(OC)OC)CCC[Si](OC)(OC)OC)CCC[Si](OC)(OC)OC)(OC)OC penta(3-trimethoxysilylpropyl)-diethylenetriamine